NC=1C=CC(=C(C(=O)O)C1)C(NCCC[C@H](NC(C1=CC=C(C=C1)N(C)CC=1N=C2C(=NC(=NC2=NC1)N)N)=O)C(=O)O)=O (S)-5-amino-2-((4-carboxy-4-(4-(((2,4-diaminopteridin-6-yl)methyl)(methyl)amino)benzamido)butyl)carbamoyl)benzoic acid